NC1=C(CCCC1)N 1,2-diamino-cyclohex-1-ene